COC1=CC=C(C=C1)CN1C(NC2(C1)CCC(CC2)=O)=O 3-[(4-methoxyphenyl)-methyl]-1,3-diazaspiro[4.5]decane-2,8-dione